N-(3-tert-butylphenyl)-2-fluoro-4-methyl-5-[8-(morpholin-4-yl)imidazo[1,2-a]pyridin-6-yl]benzamide C(C)(C)(C)C=1C=C(C=CC1)NC(C1=C(C=C(C(=C1)C=1C=C(C=2N(C1)C=CN2)N2CCOCC2)C)F)=O